C1(=CC=CC=C1)C1CCC(=O)NC1 4-phenyl-δ-valerolactam